C(C=C)(=O)N1[C@@H]2CN([C@@H]2CC1)C1=C(C(=NC2=CC(=C(C=C12)F)C1=CN=CC2=CC=CC(=C12)Cl)OC[C@H]1N(CCC1)C)CC#N 4-((1R,5R)-2-acryloyl-2,6-diazabicyclo[3.2.0]hept-6-yl)-7-(5-chloroisoquinolin-4-yl)-6-fluoro-2-(((S)-1-methylpyrrolidin-2-yl)methoxy)quinoline-3-acetonitrile